C(#N)[C@@H]1[C@@H](CC1)C=1C=C(C=CC1C)NC(=O)N1C2CC(CC1C2)C N-(3-(cis-2-cyanocyclobutyl)-4-methylphenyl)-3-methyl-6-azabicyclo[3.1.1]heptane-6-carboxamide